FC=1C=C2C(C=C(OC2=CC1)C(=O)NCC1(CCCCC1)CCO)=O 6-fluoro-N-((1-(2-hydroxyethyl)cyclohexyl)methyl)-4-oxo-chromene-2-carboxamide